FC1(CCN(CC1)C=1C=C(C=C(C1)C)C1=NN=C(O1)C1=C(C=C(C=C1)NS(=O)(=O)CCO)N1CCC2(CC2)CC1)F N-(4-(5-(3-(4,4-Difluoropiperidin-1-yl)-5-methylphenyl)-1,3,4-oxadiazol-2-yl)-3-(6-azaspiro[2.5]octan-6-yl)phenyl)-2-hydroxyethane-1-sulfonamide